methyl 2,3-dibromo-5-fluoro-4-methylbenzoate BrC1=C(C(=O)OC)C=C(C(=C1Br)C)F